N-(4-(azaindol-6-yl)-phenyl)-sulphonamide N1N=CC2=CC=C(C=C12)C1=CC=C(C=C1)NS(=O)=O